CN1C(C(=C(C(=C1)C)[O-])NC(N[C@@H](CC(=O)[O-])C=1OC(=CC1)C1=CC=CC=C1)=O)=O.[Na+].[Na+] Natrium (S)-3-(3-(1,5-Dimethyl-4-oxido-2-oxo-1,2-dihydropyridin-3-yl)ureido)-3-(5-phenylfuran-2-yl)propanoat